(2R,3S,3aS,9aR)-2-(3-aminopropyl)-3-(benzyloxy)-2-[(benzyloxy)methyl]-7-methyl-2,3,3a,9a-tetrahydro-6H-furo[2',3':4,5][1,3]Oxazolo[3,2-a]Pyrimidin NCCC[C@]1([C@H]([C@H]2[C@H](N3C(=NCC(=C3)C)O2)O1)OCC1=CC=CC=C1)COCC1=CC=CC=C1